OC=1C=C2C(=C(N(C2=CC1)C(=O)OC(C)(C)C)C=1C=C(C=2N(C1)N=CN2)C)C(C)C tert-butyl 5-hydroxy-3-isopropyl-2-(8-methyl-[1,2,4]triazolo[1,5-a]pyridin-6-yl)-1H-indole-1-carboxylate